(S)-1-(3-methoxyphenyl)ethan-1-amine COC=1C=C(C=CC1)[C@H](C)N